C1(CC2C(CC1)O2)CC[Si](C(C)C)(C(C)C)OCC β-(3,4-epoxycyclohexyl)ethylethoxydiisopropylsilane